(S)-N,N-BIS(4-METHOXYBENZYL)-2-METHYLPENT-4-ENE-1-SULFONAMIDE COC1=CC=C(CN(S(=O)(=O)C[C@H](CC=C)C)CC2=CC=C(C=C2)OC)C=C1